(1R,3S)-3-[3-({[6-(trifluoromethyl) pyrazin-2-yl]acetyl}amino)-1H-pyrazol-5-yl]cyclopentyl (2S)-butan-2-ylcarbamate C[C@@H](CC)NC(O[C@H]1C[C@H](CC1)C1=CC(=NN1)NC(CC1=NC(=CN=C1)C(F)(F)F)=O)=O